6-methoxy-3-(5-(3-(trifluoromethoxy)phenyl)pyridin-2-yl)-3,4-dihydroacridine-1,9(2H,10H)-dione COC=1C=C2NC=3CC(CC(C3C(C2=CC1)=O)=O)C1=NC=C(C=C1)C1=CC(=CC=C1)OC(F)(F)F